8-benzoyl-2-[4-(1H-pyrazol-4-yl)phenyl]-2,8-diazaspiro[4.5]decan-1-one C(C1=CC=CC=C1)(=O)N1CCC2(CCN(C2=O)C2=CC=C(C=C2)C=2C=NNC2)CC1